(S)-6-fluoro-2-methyl-7-(6-(3-(piperidin-1-yl)propoxy)pyridin-3-yl)-9-(piperidin-1-ylmethyl)-9,10-dihydro-8-oxa2,4,10a-triazanaphtho[2,1,8-cde]azulen-1(2H)-one FC=1C=C2N=CC=3N(C(N4C[C@@H](OC(=C2C34)C1C=1C=NC(=CC1)OCCCN1CCCCC1)CN1CCCCC1)=O)C